7-chloro-6-((4-morpholinophenyl)amino)quinoline-5,8-dione ClC1=C(C(C=2C=CC=NC2C1=O)=O)NC1=CC=C(C=C1)N1CCOCC1